NC1=NC=2C=NC(=CC2C2=C1COC2)C(=O)N([C@H]2COC1=NC(=CC=C12)C(F)(F)F)C 4-amino-N-methyl-N-((3R)-6-(trifluoromethyl)-2,3-dihydrofuro[2,3-b]pyridin-3-yl)-1,3-dihydrofuro[3,4-c][1,7]naphthyridine-8-carboxamide